O[C@@H]1C[C@H](N(C1)C(=O)[C@@H](NC(CCOCCOCCOCCOCCOCCC(=O)O)=O)C(C)(C)C)C(NCC1=CC=C(C=C1)C1=C(N=CS1)C)=O (S)-21-((2S,4R)-4-hydroxy-2-((4-(4-methylthiazol-5-yl)benzyl)carbamoyl)pyrrolidine-1-carbonyl)-22,22-dimethyl-19-oxo-4,7,10,13,16-pentaoxa-20-azatricosanoic acid